FC(COC)(F)C=1C=C(C=CC1)[C@@H](C)NC1=NC(=NC2=CC(=C(C=C12)C(=O)OC)OC)CO Methyl (R)-4-((1-(3-(1,1-difluoro-2-methoxyethyl) phenyl) ethyl) amino)-2-(hydroxymethyl)-7-methoxyquinazoline-6-carboxylate